4-trifluoromethylpyridazin-3(2H)-one FC(C=1C(NN=CC1)=O)(F)F